4-((3R,7aR)-7a-(((4-((1R,5S)-3,8-diazabicyclo[3.2.1]octan-3-yl)-7-chloro-8-fluoropyrido[4,3-d]pyrimidin-2-yl)oxy)methyl)hexahydro-1H-pyrrolizin-3-yl)phenol [C@H]12CN(C[C@H](CC1)N2)C=2C1=C(N=C(N2)OC[C@@]23CCCN3[C@H](CC2)C2=CC=C(C=C2)O)C(=C(N=C1)Cl)F